CCCCC/C=C\\C/C=C\\C/C=C\\CC1C(O1)CCCC(=O)[O-] The molecule is an EET(1-) that is the conjugate base of 5,6-EET, obtained by deprotonation of the carboxy group; major species at pH 7.3. It is a conjugate base of a 5,6-EET.